5-(4-(4-methoxyphenyl)piperazin-1-yl)-2-(pyridin-2-yl)-4,5,6,7-tetrahydro-2H-indazol-3-ol COC1=CC=C(C=C1)N1CCN(CC1)C1CC2=C(N(N=C2CC1)C1=NC=CC=C1)O